8-chloro-5-iodo-3-isopropylimidazo[1,5-a]pyrazine ClC=1C=2N(C(=CN1)I)C(=NC2)C(C)C